4-((2R,3S,4S,5R)-3-(2-((1s,3R)-3-hydroxycyclobutoxy)-3-(trifluoromethyl)phenyl)-4,5-dimethyl-5-(trifluoromethyl)tetrahydrofuran-2-carboxamido)picolinamide OC1CC(C1)OC1=C(C=CC=C1C(F)(F)F)[C@H]1[C@@H](O[C@]([C@H]1C)(C(F)(F)F)C)C(=O)NC1=CC(=NC=C1)C(=O)N